4-methoxy-pyrone COC1=CC(OC=C1)=O